hydroxypropyl-methacrylic acid phosphate P(=O)(O)(O)O.OCCCC=C(C(=O)O)C